(S)-4-(2-(piperidin-3-ylamino)pyrimidin-4-yl)pyridazin-3-ol hydrobromide salt Br.N1C[C@H](CCC1)NC1=NC=CC(=N1)C1=C(N=NC=C1)O